CN(C1=C(C=C(C=C1)C)B(O)O)C 2-(DIMETHYLAMINO)-5-METHYLPHENYLBORONIC ACID